ClC1=C(C(=O)NNC(=O)OCC2(C(N3C(CC3S2(=O)=O)=O)C(=O)O)C)C=CC(=C1O)O 3-(((2-(2-chloro-3,4-dihydroxybenzoyl)hydrazinecarbonyl)oxy)methyl)-3-methyl-7-oxo-4-thia-1-azabicyclo[3.2.0]heptane-2-carboxylic acid 4,4-dioxide